2-[2-(aminomethyl)-3,3-difluoro-allyl]-4-[[4-[1-(difluoromethyl)pyrazol-4-yl]-2-thienyl]methyl]-1,2,4-triazol-3-one NCC(CN1N=CN(C1=O)CC=1SC=C(C1)C=1C=NN(C1)C(F)F)=C(F)F